3-methyl-phenethyl-(4-phenylquinolin-2-yl)glycine CC=1C=C(CCN(CC(=O)O)C2=NC3=CC=CC=C3C(=C2)C2=CC=CC=C2)C=CC1